(4-(3-cyano-1H-pyrazol-1-yl)benzyl)carbamic acid tert-butyl ester C(C)(C)(C)OC(NCC1=CC=C(C=C1)N1N=C(C=C1)C#N)=O